N1CCC2C=CC=3C(=C12)CC=CN3 tetrahydro-9H-pyrido-indole